3-(4-trifluoromethylphenyl)-1,2,4-oxadiazole FC(C1=CC=C(C=C1)C1=NOC=N1)(F)F